FC1=CC=C(C=C1)C(C=1N=NN(C1)[C@H](C(=O)N1C(CC(C1)O)C(=O)NC)C(C)(C)C)O 1-[(2S)-2-[4-[(4-fluorophenyl)-hydroxy-methyl]triazol-1-yl]-3,3-dimethyl-butyryl]-4-hydroxy-N-methyl-pyrrolidine-2-carboxamide